tantalum indium oxide [O-2].[In+3].[Ta+5].[O-2].[O-2].[O-2]